C1(CCCCC1)C1=CC=2C=NC(=CC2N1COCC[Si](C)(C)C)NC1CCOCC1 2-cyclohexyl-N-(tetrahydro-2H-pyran-4-yl)-1-((2-(trimethylsilyl)ethoxy)methyl)-1H-pyrrolo[3,2-c]pyridin-6-amine